xanthenone C1=CC=CC=2OC3=CC=CC=C3C(C12)=O